C1(=CC=CC2=CC=CC=C12)N1C(=CC=C1)C(=O)O (naphthalen-1-yl)-1H-pyrrole-2-carboxylic acid